C1(=CC=CC=C1)N1C2=CC=CC=C2C=2C=C(C=CC12)C=1C=CC=2N(C3=CC=CC=C3C2C1)C1=CC=C(C=C1)C=1N=C2C(=NC1)OC1=C2C=2C=CC=CC2C=C1 10-[4-(9'-phenyl-3,3'-bi-9H-carbazol-9-yl)phenyl]naphtho[1',2':4,5]furo[2,3-b]pyrazine